COC1=CC=2[C@@]34C([C@H](CC2C=C1NC(=O)C1CCOCC1)N(CC4)C)CCCC3 N-[(1S,9S)-4-methoxy-17-methyl-17-azatetracyclo[7.5.3.01,10.02,7]heptadeca-2(7),3,5-trien-5-yl]oxane-4-carboxamide